1-(5-(3-cyano-6-(1-methyl-1H-pyrazol-4-yl)pyrazolo[1,5-a]pyridin-4-yl)pyridin-2-yl)-N,N-dimethylpiperidine-4-carboxamide 2,2,2-trifluoroacetate FC(C(=O)O)(F)F.C(#N)C=1C=NN2C1C(=CC(=C2)C=2C=NN(C2)C)C=2C=CC(=NC2)N2CCC(CC2)C(=O)N(C)C